The molecule is the cationic form of a C5 cyanine dye having 3,3-dimethyl-1-octadecylindoleinine units at each end. It has a role as a fluorochrome. It is a Cy5 dye and an indolium ion. CCCCCCCCCCCCCCCCCCN\\1C2=CC=CC=C2C(/C1=C\\C=C\\C=C\\C3=[N+](C4=CC=CC=C4C3(C)C)CCCCCCCCCCCCCCCCCC)(C)C